1-amino-9-octadecen NCCCCCCCCC=CCCCCCCCC